2-(1H-IMIDAZOL-4-YL)-ETHYLAMINOCHOLESTAN-3BETA-OL N1C=NC(=C1)CCNCC(C)CCC[C@@H](C)[C@H]1CC[C@H]2[C@@H]3CCC4C[C@H](CC[C@]4(C)[C@H]3CC[C@]12C)O